4-(thiophen-2-ylmethylene)-2-(4-(trifluoromethyl)phenyl)oxazole-5(4H)-On S1C(=CC=C1)C=C1N=C(OC1=O)C1=CC=C(C=C1)C(F)(F)F